oxazolo-pyridazine N1=NC=CC2=C1OC=N2